C(C)(C)[SiH2]CNC(C)CC isopropyl-secbutylaminomethylsilane